CCOC1=CC=C(C=C)C=C1 4-(2-ethoxy)styrene